2-[(2S)-4-[3-[1-(2,6-dioxo-3-piperidyl)-3-methyl-2-oxo-benzimidazol-5-yl]prop-2-ynyl]morpholin-2-yl]acetonitrile O=C1NC(CCC1N1C(N(C2=C1C=CC(=C2)C#CCN2C[C@@H](OCC2)CC#N)C)=O)=O